CC=1C=CC=CN(C1)C(=O)[O-] 6-methylazepine-1-carboxylate